Diphenyl-diphenoxysilane C1(=CC=CC=C1)[Si](OC1=CC=CC=C1)(OC1=CC=CC=C1)C1=CC=CC=C1